C(=C)OC1=CC=C(C=C1)C1=CC=CC=C1 4-vinyloxy-1,1'-biphenyl